F[P-](F)(F)(F)(F)F.C(=CC)N1CN(C=C1)C 1-propenyl-3-methylimidazole hexafluorophosphate